NCCCCCCOC[C@@]12[C@@H]([C@@H]([C@H]([C@@H](OC1)O2)NC2=NC(=CN=C2)C(F)(F)F)O)O (1S,2R,3R,4R,5S)-1-(((6-aminohexyl)oxy)methyl)-4-((6-(trifluoromethyl)pyrazin-2-yl)amino)-6,8-dioxabicyclo[3.2.1]octane-2,3-diol